(3R)-2-(tert-Butoxycarbonyl)-9-(1-(4-(difluoromethoxy)phenyl)ethyl)-3-methyl-10-oxo-1,2,3,4,7,8,9,10-octahydropyrido[4',3':3,4]pyrazolo[1,5-a]pyrazine-8-carboxylic acid C(C)(C)(C)OC(=O)N1CC=2C(=NN3C2C(N(C(C3)C(=O)O)C(C)C3=CC=C(C=C3)OC(F)F)=O)C[C@H]1C